5-Bromo-1,3-dimethyl-1H-pyrazolo[3,4-c]pyridine BrC=1C=C2C(=CN1)N(N=C2C)C